CC1=NC(=CC(=N1)NC1=NC=C(C(=O)NOCC)C(=C1)NC1=C(C=C(C(=C1)F)CC)N(S(=O)(=O)C)C)C 6-((2,6-Dimethylpyrimidin-4-yl)amino)-N-ethoxy-4-((4-ethyl-5-fluoro-2-(N-methylmethanesulfonamido)phenyl)amino)nicotinamide